(1S,2S)-N-(5-(7-bromo-6-fluoro-5-methyl-1H-indazol-4-yl)pyrazolo[1,5-a]pyridin-2-yl)-2-fluorocyclopropane-1-carboxamide BrC=1C(=C(C(=C2C=NNC12)C1=CC=2N(C=C1)N=C(C2)NC(=O)[C@H]2[C@H](C2)F)C)F